N-(3-(6-Amino-8-((6-iodobenzo[d][1,3]dioxol-5-yl)thio)-9H-purin-9-yl)propyl)-2-hydroxy-2-methylpropanamide NC1=C2N=C(N(C2=NC=N1)CCCNC(C(C)(C)O)=O)SC1=CC2=C(OCO2)C=C1I